[Li+].C(N)(=O)[C@H]1N2C(N([C@H](C=C1C1CC1)C2)OC(C(=O)[O-])F)=O 2-(((2S,5R)-2-carbamoyl-3-cyclopropyl-7-oxo-1,6-diazabicyclo[3.2.1]oct-3-en-6-yl)oxy)-2-fluoroacetic acid lithium salt